CC=1OC(=CC1C(=O)NC1=NC(=NS1)CC(C)N1CCCCC1)C1=CC(=CC=C1)C(F)(F)F 2-Methyl-5-(3-(trifluoromethyl)phenyl)-N-(3-(2-(piperidin-1-yl)propyl)-1,2,4-thiadiazole-5-yl)furan-3-carboxamide